BrC=1C=C(CC2CN(C2)CCCF)C=CC1 3-(3-bromobenzyl)-1-(3-fluoropropyl)azetidine